FC(C)(F)C1=C(C=NC=C1)C1CCC(CC1)C1=CC=2C(=NC(=CN2)C)NC1=O 7-((1r,4r)-4-(4-(1,1-difluoroethyl)pyridin-3-yl)cyclohexyl)-3-methylpyrido[2,3-b]pyrazin-6(5H)-one